(9H-Fluoren-9-yl)methyl (S)-(1-((6-(hydroxymethyl)pyridin-3-yl)amino)-1-oxo-5-ureidopentan-2-yl)carbamate OCC1=CC=C(C=N1)NC([C@H](CCCNC(=O)N)NC(OCC1C2=CC=CC=C2C=2C=CC=CC12)=O)=O